2-(7-(6-Ethyl-2-methylpyridin-3-yl)-1-isobutyl-2-(1,2,5,6-tetrahydropyridin-3-yl)-1H-indol-5-yl)(4-(5-fluoro-3-methoxypyridin-2-yl)piperazin-1-yl)methanone C(C)C1=CC=C(C(=N1)C)C=1C=C(C=C2C=C(N(C12)CC(C)C)C=1CNCCC1)C1N(CCN(C1)C1=NC=C(C=C1OC)F)C=O